(3-[(OXOLAN-3-YLOXY)METHYL]PHENYL)BORANEDIOL O1CC(CC1)OCC=1C=C(C=CC1)B(O)O